NC1=NC=C(C(=C1)CC1=CC=C2[C@](NC(NC2=C1)=O)(C(F)(F)F)C#CC1CC1)F (S)-7-((2-amino-5-fluoro-pyridin-4-yl)methyl)-4-(cyclopropylethynyl)-4-(trifluoromethyl)-3,4-dihydroquinazolin-2(1H)-one